ClC=1C=C(NC2(CCC3([C@H](CC4=CC=CC=C34)C[C@@H](COC3=CC=NC=C3)C3=CC=CC=C3)CC2)C(=O)O)C=CC1 (1r,2'S,4S)-4-(3-chloroanilino)-2'-{(2R)-2-phenyl-3-[(pyridin-4-yl)oxy]propyl}-2',3'-dihydrospiro[cyclohexane-1,1'-indene]-4-carboxylic acid